2-(2-phenoxyethoxy)ethyl-trimethyl-ammonium chloride [Cl-].O(C1=CC=CC=C1)CCOCC[N+](C)(C)C